C(C)(C)(C)C1=C(C(C(=O)O)=CC(=C1)C(C)(C)C)O.O1CCN(CC1)CCCC1=C(NC(=C1C(=O)N)C1=C(C=CC=C1)[N+](=O)[O-])C1=CC=C(C=C1)C(F)(F)F (3-morpholinopropyl)-5-(2-nitrophenyl)-2-(4-(trifluoromethyl)phenyl)Azole-4-carboxamide 3,5-di-t-butylsalicylate